C(C)(C)(C)C=1C=C(N(N1)C1=CC=C(C=C1)C)NC(=O)NC1=CC=C(C2=CC=CC=C12)C#CCN1CCCCC1 1-[5-tert-Butyl-2-p-tolyl-2H-pyrazol-3-yl]-3-[4-(3-(piperidin-1-yl)propyn-1-yl)naphthalen-1-yl]-urea